2-[2,6-bis(oxidanylidene)piperidin-3-yl]-5-[2-[2-[[5-[4-(1H-pyrrolo[2,3-c]pyridin-2-yl)phenyl]pyridin-2-yl]amino]ethoxy]ethoxy]isoindole-1,3-dione O=C1NC(CCC1N1C(C2=CC=C(C=C2C1=O)OCCOCCNC1=NC=C(C=C1)C1=CC=C(C=C1)C1=CC=2C(=CN=CC2)N1)=O)=O